C(CCCCC)C(CC(C(=O)O)(CCCCCN(CCCCCCC(=O)O)CCC=1C=NC(=CC1)N)CC(CCCCCCCC)CCCCCC)CCCCCCCC.NC1=CC=C(C=N1)CCN(CCCCCCC(=O)OCC(CCCCCCCC)CCCCCC)CCCCCCC(=O)OCC(CCCCCCCC)CCCCCC Bis(2-hexyldecyl) 7,7'-((2-(6-aminopyridin-3-yl)ethyl)azanediyl)diheptanoate [bis(2-hexyldecyl) 7,7'-((2-(6-aminopyridin-3-yl)ethyl)azanediyl)diheptanoate]